N1(C2=C(OCCC1)N=C1C(=C2)C=CN1)C1=C(C(=O)NS(=O)(=O)C2=CC(=C(C=C2)OCC2CCOCC2)[N+](=O)[O-])C=CC=C1 2-(3,4-dihydro-2H-pyrrolo[3',2':5,6]pyrido[2,3-b][1,4]oxazepin-1(7H)-yl)-N-((3-nitro-4-((tetrahydro-2H-pyran-4-yl)methoxy)phenyl)sulfonyl)benzamide